(2-Chlorophenyl)methane ClC1=C(C=CC=C1)C